CC1=C(C=C(C=2N=C(N(C21)C[C@H]2OCC2)CN2CCC(CC2)C2=NC(=CC=C2)OCC2=C(C=C(C=C2)C#N)F)C2=NC=CC=C2)C(=O)O methyl-2-[[4-[6-[(4-cyano-2-fluoro-phenyl)methoxy]-2-pyridyl]-1-piperidyl]methyl]-3-[[(2S)-oxetan-2-yl]methyl]-7-(2-pyridyl)benzimidazole-5-carboxylic acid